Cis-3-amino-N-[4-[[2-[4-[4-[(4R)-4-amino-2-oxo-pyrrolidin-1-yl]phenyl]sulfonylpiperazin-1-yl]-6-chloro-4-pyridyl]-difluoro-methyl]cyclohexyl]propanamide NCCC(=O)N[C@@H]1CC[C@@H](CC1)C(F)(F)C1=CC(=NC(=C1)Cl)N1CCN(CC1)S(=O)(=O)C1=CC=C(C=C1)N1C(C[C@H](C1)N)=O